5-[4-(cyanomethoxy)-2,3-difluoro-phenyl]-N-[4-[4-(1,1-dioxo-1,4-thiazinan-4-carbonyl)piperidine-1-carbonyl]-3-methyl-phenyl]-1-methyl-imidazole-2-carboxamide C(#N)COC1=C(C(=C(C=C1)C1=CN=C(N1C)C(=O)NC1=CC(=C(C=C1)C(=O)N1CCC(CC1)C(=O)N1CCS(CC1)(=O)=O)C)F)F